CN1C=NC2=C3C(=NC=C21)NC=C3C(=O)NCCC 3-methyl-N-propyl-3,6-dihydroimidazo[4,5-d]pyrrolo[2,3-b]pyridine-8-carboxamide